NC1=C2N=CN(C2=NC=N1)C[C@@H](C)OC[P@@](=O)(N[C@@H](C(=O)OC1CCC1)C)N[C@@H](CC(=O)OC(C)C)C isopropyl (3R)-3-(((S)-((((R)-1-(6-amino-9H-purin-9-yl)propan-2-yl)oxy)methyl)(((R)-1-cyclobutoxy-1-oxopropan-2-yl)amino)phosphoryl)amino)butanoate